O=C1N2[C@@H](C3=C(C=CC=C13)NC(=O)NC1=NC=CC=C1)CCC2 (R)-1-(5-oxo-2,3,5,9b-tetrahydro-1H-pyrrolo[2,1-a]isoindol-9-yl)-3-(pyridin-2-yl)urea